(2S)-2-amino-4,4-difluorobutyric acid N[C@H](C(=O)O)CC(F)F